C/C(/CO)=C\CCC(CCO)C E-2,6-dimethyloct-2-en-1,8-diol